BrC=1C=CC(=NC1)NC(CCC)=O N-(5-bromopyridin-2-yl)butanamide